5-chloro-6-(difluoromethyl)pyrimidin-4-amine ClC=1C(=NC=NC1C(F)F)N